CC(CC1C(C(CCC1)CC(CCC)C)N)CCC 2,6-bis(2-methylpentan-1-yl)cyclohexylamine